2-amino-3,5-dibromo-benzaldehyde NC1=C(C=O)C=C(C=C1Br)Br